ClC=1C=C2C(=NC1OC)C(=C(N2C)C2=NNC(=N2)CF)C=2C=NNC2 6-chloro-2-(5-(fluoromethyl)-1H-1,2,4-triazol-3-yl)-5-methoxy-1-methyl-3-(1H-pyrazol-4-yl)-1H-pyrrolo[3,2-b]pyridine